FC1=CC=C(C=C1)C(C)(C)N 2-(4-fluorophenyl)-2-propylamine